C(CCCCCCC\C=C/CCCCCCCCCC)(=O)[O-].[Y+3].C(CCCCCCC\C=C/CCCCCCCCCC)(=O)[O-].C(CCCCCCC\C=C/CCCCCCCCCC)(=O)[O-] yttrium gadoleate